t-butyl ((2S)-1-((5'S)-5'-carbamoyl-2-oxo-1,5-dihydro-2H-spiro[benzo[e][1,4]oxazepine-3,3-pyrrolidin]-1'-yl)-4-methyl-1-oxopentan-2-yl)(methyl)carbamate C(N)(=O)[C@@H]1CC2(CN1C([C@H](CC(C)C)N(C(OC(C)(C)C)=O)C)=O)OCC1=C(NC2=O)C=CC=C1